trans-9,10-epoxy-12,13-epoxyoctadecanoate C(CCCCCCCC1C(CC2C(CCCCC)O2)O1)(=O)[O-]